C(#N)C1=C(C(=NC(=C1)C)C(CCC(=O)O)=O)O 4-(4-Cyano-3-hydroxy-6-methyl-pyridin-2-yl)-4-oxo-butyric acid